FC(C1=CC(=CS1)C=1CC=NCC1)(F)F 4-(5-(trifluoromethyl)thiophen-3-yl)-3,6-dihydropyridine